22-(methylamino)-9,13-dioxa-5,17,19,23-tetrazatetracyclo[16.6.2.14,8.021,25]heptacosa-1(24),4(27),5,7,18(26),19,21(25),22-octaen-2-yn-16-one CNC=1C=2C=NC=3NC(CCOCCCOC4=CC=NC(C#CC(=CN1)C2C3)=C4)=O